C(C)OC(NC=1C=NC(=C(C1)F)C1SC(SC1)=C(N1N=CN=C1)C#N)=O (6-{2-[cyano(1H-1,2,4-triazol-1-yl)methylene]-1,3-dithiolan-4-yl}-5-fluoropyridin-3-yl)carbamic acid ethyl ester